N[C@@H](CC1=CC=CC=C1)C(=O)O β-dehydrophenylalanine